4-chloropyridin-2-amine ClC1=CC(=NC=C1)N